O(S(=O)(=O)C(F)(F)F)[Si](C(C)(C)C)(C(C)C)C(C)C diisopropyltert-butylsilyl triflate